3-(quinoxalin-2-yl)-3-(4-(2-(5,6,7,8-tetrahydro-1,8-naphthyridin-2-yl)ethoxy)-1H-indazol-1-yl)propionic acid N1=C(C=NC2=CC=CC=C12)C(CC(=O)O)N1N=CC2=C(C=CC=C12)OCCC1=NC=2NCCCC2C=C1